2,3-diphenylcarbazoleterephthalic acid C1(=CC=CC=C1)C1=C(C=2NC3=CC=CC=C3C2C=C1C1=CC=CC=C1)C1=CC(=CC=C1C(=O)O)C(=O)O